BrC=1C=C2C=CN(C(C2=CC1F)=O)CC=1C=C(C=CC1)NC(OC(C)(C)C)=O tert-butyl N-[3-[(6-bromo-7-fluoro-1-oxo-2-isoquinolyl)methyl]phenyl]carbamate